NC1=NC=CC=C1C=C(C(=O)OC)NC(=O)OC(C)(C)C methyl 3-(2-amino-3-pyridyl)-2-(tert-butoxycarbonylamino)prop-2-enoate